N-hydroxy-4-(morpholin-4-yl)benzamidine ONC(C1=CC=C(C=C1)N1CCOCC1)=N